C(C)OP(OCC)(=O)CC Diethylethan-phosphonat